C(C)(C)C=1C=C(C=C(C1)CCC=O)C 3-(5-isopropyl-3-methyl-cyclohexen-1,3-dien-1-yl)propanal